FC(OC=1C=C(C=C(C1)F)C1=CC2=C(O[C@H](CN2S(=O)(=O)C=2C=C(C)C=CC2)C23CCC(CC2)(C3)C(=O)O)C=C1)F 4-((S)-6-(3-(difluoromethoxy)-5-fluorophenyl)-4-(m-toluenesulfonyl)-3,4-dihydro-2H-benzo[b][1,4]oxazin-2-yl)bicyclo[2.2.1]heptane-1-carboxylic acid